(R)-3-((2-(benzo[c][1,2,5]oxadiazol-5-ylmethoxy)-4-((2-bromo-[1,1'-biphenyl]-3-yl)methoxy)-5-chlorobenzyl)amino)propane-1,2-diol N=1ON=C2C1C=CC(=C2)COC2=C(CNC[C@H](CO)O)C=C(C(=C2)OCC=2C(=C(C=CC2)C2=CC=CC=C2)Br)Cl